FC(C=1C(=C(C=CC1)[C@@H](C)NC1=CC=NC2=CC=C(C=C12)C1(CN(CC1)C(C)=O)OC)F)F 1-(3-(4-(((R)-1-(3-(difluoromethyl)-2-fluorophenyl)ethyl)amino)quinolin-6-yl)-3-methoxypyrrolidin-1-yl)ethan-1-one